((S)-2,2,2-trifluoro-1-methylethyl)benzamide FC([C@@H](C)C1=C(C(=O)N)C=CC=C1)(F)F